N1N=CC2=CC=C(C=C12)/C=C/C(=O)N[C@H]1[C@@H](CCCC1)C (E)-3-(1H-indazol-6-yl)-N-((1R-2R)-2-methylcyclohexyl)acrylamide